S1C(=NC2=C1C=CC=C2)NC(=O)C=2C=CC=C1CCN(CC21)C2=CC=C(C(=N2)C(=O)[O-])C=2C=NN(C2C)C21CC3(CC(CC(C2)(C3)C)(C1)OCCOC)C 6-[8-(1,3-benzothiazol-2-ylcarbamoyl)-3,4-dihydroisoquinolin-2(1H)-yl]-3-(1-(5-(2-methoxyethoxy)-3,7-dimethyltricyclo[3.3.1.13,7]dec-1-yl)-5-methyl-1H-pyrazol-4-yl)picolinate